NC=1C(NC(N(N1)C1=C2CCC2=C(C(=C1)Cl)OC=1C2=C(C(NN1)=O)C(CC2)C)=O)=O 6-amino-2-(4-chloro-5-((7-methyl-1-oxo-2,5,6,7-tetrahydro-1H-cyclopenta[d]pyridazin-4-yl)oxy)bicyclo[4.2.0]octa-1,3,5-trien-2-yl)-1,2,4-triazine-3,5(2H,4H)-dione